Phenyl (R)-3-(2-cyano-2-methylazetidine-1-carbonyl)-8-methoxy-1-propyl-5,6-dihydropyrrolo[2,1-a]isoquinoline-9-carboxylate C(#N)[C@@]1(N(CC1)C(=O)C1=CC(=C2N1CCC1=CC(=C(C=C21)C(=O)OC2=CC=CC=C2)OC)CCC)C